3-iodo-6-methyl-1H-pyridin-2-one IC=1C(NC(=CC1)C)=O